1-[5-(benzyloxy)pentyl]-5-bromo-4-methyl-1H-benzotriazole C(C1=CC=CC=C1)OCCCCCN1N=NC2=C1C=CC(=C2C)Br